N-tert-Butoxycarbonyl-N-[[5-(1,2-dihydroxyethyl)-8-[4-(trifluoromethyl)phenoxy]-6-quinolinyl]methyl]carbamic acid tert-butyl ester C(C)(C)(C)OC(N(CC=1C(=C2C=CC=NC2=C(C1)OC1=CC=C(C=C1)C(F)(F)F)C(CO)O)C(=O)OC(C)(C)C)=O